FC(CCCCCCCC)(O)O fluorononanediol